diethyl-titanium hypophosphite [PH2](=O)[O-].C(C)[Ti+2]CC.[PH2](=O)[O-]